NC=1SC2=C(N1)C(=CC(=C2)C(=O)OC)F methyl 2-amino-4-fluoro-1,3-benzothiazole-6-carboxylate